2-[2-fluoro-5-[[6-oxo-4-(trifluoromethyl)-1H-pyridine-3-carbonyl]amino]-4-[(3R,5S)-3,4,5-trimethylpiperazin-1-yl]phenyl]-N-methyl-1,3-thiazole-4-carboxamide FC1=C(C=C(C(=C1)N1C[C@H](N([C@H](C1)C)C)C)NC(=O)C1=CNC(C=C1C(F)(F)F)=O)C=1SC=C(N1)C(=O)NC